C12(CC(C1)C2)N(C(=O)C=2NC1=C(C=CC=C1C2)Cl)CCOC N-[bicyclo[1.1.1]pentan-1-yl]-7-chloro-N-(2-methoxyethyl)-1H-indole-2-carboxamide